C(C)(C)NCC(=O)O 2-(isopropylamino)acetic acid